(S)-2-((2-(4-(tert-butoxycarbonyl)-2,6-difluorophenyl)-7-methylimidazo[1,2-a]pyridin-3-yl)methyl)morpholine-4-carboxylic acid tert-butyl ester C(C)(C)(C)OC(=O)N1C[C@@H](OCC1)CC1=C(N=C2N1C=CC(=C2)C)C2=C(C=C(C=C2F)C(=O)OC(C)(C)C)F